1-(4-(2-(1-ethyl-3-methyl-1H-pyrazole-5-carboxamido)-5-sulfamoyl-1H-benzo[d]imidazol-1-yl)but-2-en-1-yl)-1H-benzo[d]imidazole-5-carboxamide C(C)N1N=C(C=C1C(=O)NC1=NC2=C(N1CC=CCN1C=NC3=C1C=CC(=C3)C(=O)N)C=CC(=C2)S(N)(=O)=O)C